ClC1=CC(=C(C=2CCOC21)CO)CNC(OC(C)(C)C)=O tert-butyl ((7-chloro-4-(hydroxymethyl)-2,3-dihydrobenzofuran-5-yl)methyl)carbamate